tert-butyl (R)-((6-formylpyridazin-3-yl)methyl)(1-(pyrimidin-2-yl)ethyl)carbamate C(=O)C1=CC=C(N=N1)CN(C(OC(C)(C)C)=O)[C@H](C)C1=NC=CC=N1